C(C)C1=C2C(=C(N(C2=CC=C1O)C)C)C(=O)O ethyl-1,2-dimethyl-5-hydroxy-3-indolecarboxylic acid